1-(4-((4-((R)-1-hydroxy-3-(5-hydroxy-6-oxo-1,6-dihydropyrimidin-4-yl)propan-2-yl)phenyl)ethynyl)benzyl)pyrrolidine-3-carbonitrile OC[C@H](CC=1N=CNC(C1O)=O)C1=CC=C(C=C1)C#CC1=CC=C(CN2CC(CC2)C#N)C=C1